1-(6-amino-2,4-difluoro-3-iodo-phenyl)ethanone NC1=CC(=C(C(=C1C(C)=O)F)I)F